8-cyclopropoxy-quinazoline-2,4(1H,3H)-dione C1(CC1)OC=1C=CC=C2C(NC(NC12)=O)=O